ClC=1C(=CC2=C(C(=C(CCC2)C2=C(C=C(C=C2)Cl)Cl)C2=CC=C(C=C2)CC2CN(C2)CCCF)C1)C(=O)O 2-chloro-8-(2,4-dichlorophenyl)-9-(4-((1-(3-fluoropropyl)azetidin-3-yl)methyl)phenyl)-6,7-dihydro-5H-benzo[7]annulene-3-carboxylic acid